C(C)C1=CC2=C3C(C(=NCN13)C)=C1C(=C(N3C2=NN=C3)NCC3=C(C=CC2=C3CCO2)F)N=CC=C1 5-ethyl-N-((5-fluoro-2,3-dihydrobenzofuran-4-yl)methyl)-8-methyl-6H-2,3,5a,7,12,13a-hexaazabenzo[4,5]cyclopenta[7,8]cycloocta[1,2,3-cd]inden-13-amine